guanidinopropionic acid hydroiodide salt I.N(C(=N)N)C(C(=O)O)C